(R)-N-(1-(6,7-Difluoro-4-oxo-3,4-dihydrophthalazin-1-yl)ethyl)-4,5-difluoro-N-methyl-1H-indole-2-carboxamide FC=1C=C2C(NN=C(C2=CC1F)[C@@H](C)N(C(=O)C=1NC2=CC=C(C(=C2C1)F)F)C)=O